(5-chloropyrimidin-2-yl)-2-azaspiro[3.3]heptane ClC=1C=NC(=NC1)C1NCC12CCC2